C(C)(C)OC([C@@H](NC(C1=C(C=C(C(=C1)N1C(N(C(N(C1=O)C)=S)C)=O)F)Cl)=O)C)=O (S)-(2-chloro-5-(3,5-dimethyl-2,6-dioxo-4-thioxo-1,3,5-triazin-1-yl)-4-fluorobenzoyl)alanine isopropyl ester